(6-bromopyridin-2-yl)-6-(3,3-difluoropyrrolidin-1-yl)imidazo[1,2-a]pyrazine BrC1=CC=CC(=N1)C=1N=C2N(C=C(N=C2)N2CC(CC2)(F)F)C1